(2,4-di-tert-butyl-phenoxy)sodium phosphate P(=O)(O)(O)O.C(C)(C)(C)C1=C(O[Na])C=CC(=C1)C(C)(C)C